NCCN(CC#N)CCN1C(N(CC1)CCNCCNCC#N)=O 2-((2-aminoethyl)(2-(3-(2-((2-((cyanomethyl)amino)ethyl)amino)ethyl)-2-oxoimidazolidin-1-yl)ethyl)amino)acetonitrile